N-(2-(2'-(1,3-dioxolan-2-yl)-3'-((4-methoxybenzyl)oxy)-[1,1'-biphenyl]-3-yl)pyrimidin-4-yl)-5-isopropyl-8-(3-((methylsulfonyl)methyl)azetidin-1-yl)isoquinolin-3-amine O1C(OCC1)C1=C(C=CC=C1OCC1=CC=C(C=C1)OC)C1=CC(=CC=C1)C1=NC=CC(=N1)NC=1N=CC2=C(C=CC(=C2C1)C(C)C)N1CC(C1)CS(=O)(=O)C